C1=NC2=C(C(=O)N1)N=CN2[C@H]3[C@@H]([C@@H]([C@H](O3)COP(=O)([O-])OP(=O)([O-])OP(=O)([O-])[O-])O)O The molecule is a nucleoside triphosphate(4-) obtained by global deprotonation of the triphosphate OH groups of ITP; major species present at pH 7.3. It has a role as a Saccharomyces cerevisiae metabolite. It is a conjugate base of an ITP.